C12(CC(C1)C2)S(=O)(=O)N bicyclo[1.1.1]pentane-1-sulfonamide